CP(C1=C(C=CC=C1)NC=1C2=C(N=C(N1)NC=1C=CC3=C(OC[C@H]4N3CCN(C4)C)C1)NC=C2)(C)=O (S)-dimethyl-(2-((2-((3-methyl-1,2,3,4,4a,5-hexahydrobenzo[b]pyrazino[1,2-d][1,4]oxazin-8-yl)amino)-7H-pyrrolo[2,3-d]pyrimidin-4-yl)amino)phenyl)phosphine oxide